OCC(CC)NC(OC(C)(C)C)=O tert-butyl (1-hydroxybutan-2-yl)carbamate